C(C)OC(=O)C=1C(=NC2=CC=C(C=C2C1Cl)[N+](=O)[O-])Cl 2,4-Dichloro-6-nitroquinoline-3-carboxylic acid ethyl ester